methyl-7-(2-(8-(2-(dimethylamino)-3-(octyloxy)propoxy)octyl)cyclopropyl)heptanoate COC(CCCCCCC1C(C1)CCCCCCCCOCC(COCCCCCCCC)N(C)C)=O